1,1-bis(t-butylperoxy)-3,5,5-trimethyl-cyclohexane C(C)(C)(C)OOC1(CC(CC(C1)(C)C)C)OOC(C)(C)C